CN(C1(CCC2(CN(C(N2)=O)C2=C(C=CC=C2)CS(=O)(=O)C)CC1)C1=CC=C(C=C1)F)C cis-8-dimethylamino-8-(4-fluorophenyl)-3-[2-(methylsulfonyl-methyl)-phenyl]-1,3-diazaspiro[4.5]decan-2-one